(S)-3-(3-fluoro-4-methoxyphenyl)-3-((1S,3S)-3-(2-(5,6,7,8-tetrahydro-1,8-naphthyridin-2-yl)ethyl)cyclobutane-1-carboxamido)propionic acid FC=1C=C(C=CC1OC)[C@H](CC(=O)O)NC(=O)C1CC(C1)CCC1=NC=2NCCCC2C=C1